1,1,1,3,3,3-hexafluoro-2-(2'-methyl-4'-((5-(methylsulfonyl)-2,5-diazabicyclo[2.2.1]heptan-2-yl)methyl)-[1,1'-biphenyl]-4-yl)propan-2-ol FC(C(C(F)(F)F)(O)C1=CC=C(C=C1)C1=C(C=C(C=C1)CN1C2CN(C(C1)C2)S(=O)(=O)C)C)(F)F